diphenyliodonium trifluoron-butanesulfonate FC(CCCS(=O)(=O)[O-])(F)F.C1(=CC=CC=C1)[I+]C1=CC=CC=C1